2-(14-methyl-pentadecyl)oxirane CC(CCCCCCCCCCCCCC1OC1)C